(R)-(3-(1-amino-8-azaspiro[4.5]decan-8-yl)-6-(2,3-dichlorophenyl)-5-methylpyrazin-2-yl)(3-hydroxy-3-(trifluoromethyl)azetidin-1-yl)methanone N[C@@H]1CCCC12CCN(CC2)C=2C(=NC(=C(N2)C)C2=C(C(=CC=C2)Cl)Cl)C(=O)N2CC(C2)(C(F)(F)F)O